METHYLMETHYLBUTYRATE CC(C(=O)[O-])(CC)C